1,1,3-trimethylindan CC1(CC(C2=CC=CC=C12)C)C